5-(4-chlorophenyl)-4-methyl-1-(3,3,3-trifluoro-2-oxo-propyl)-1,3-dihydro-2H-imidazol-2-one ClC1=CC=C(C=C1)C1=C(NC(N1CC(C(F)(F)F)=O)=O)C